(2S)-2-amino-4-[6-(difluoromethyl)-3-pyridyl]butanoic acid N[C@H](C(=O)O)CCC=1C=NC(=CC1)C(F)F